ClC1=CC=C(C=C1)C1=NC2=C(N1[C@H](C(=O)NC1CCCCC1)C1CCCCC1)C=CC(=C2)F (S)-2-[2-(4-chloro-phenyl)-5-fluoro-benzoimidazol-1-yl]-2,N-dicyclohexyl-acetamide